ClC=1C(=NC(=NC1)N[C@@H]1C[C@H]2[C@@H](O[C@@H]([C@H]1O)O2)CO)C=2C=C(C1=C(N(C(=N1)C(C)(C)O)C(C)C)C2)F (1S,3R,4S,5S,7S)-3-((5-chloro-4-(4-fluoro-2-(2-hydroxypropan-2-yl)-1-isopropyl-1H-benzo[d]imidazol-6-yl)pyrimidin-2-yl)amino)-7-(hydroxymethyl)-6,8-dioxabicyclo[3.2.1]octan-4-ol